C1(C2N(CCN1)CCNC2)=O octahydro-1H-pyrazino[1,2-a]pyrazin-1-one